Para-aminobenzylcarbamate NC1=CC=C(CNC([O-])=O)C=C1